6-Hydrazinonicotinic acid tert-butyl ester C(C)(C)(C)OC(C1=CN=C(C=C1)NN)=O